C(CCC)=CC=1C=C(C(=CC1)C(C)(C)C)O butylidene(6-t-butyl-3-methylphenol)